dichlorofluoroxanthosine diacetate C(C)(=O)O.C(C)(=O)O.ClC([C@@H]1[C@H]([C@H]([C@@](O1)(N1C=NC=2C(=O)NC(=O)NC12)F)O)O)(O)Cl